NC=1SC=2CN(C(CC2N1)(C)C)C(=O)OC(C)(C)C tert-Butyl 2-amino-6,6-dimethyl-6,7-dihydro[1,3]thiazolo[5,4-c]pyridine-5(4H)-carboxylate